O1C(=CCC2=CC=CC=C12)C1=C2C=C(N=CC2=C(N=C1)NC)NC(=O)C1CC1 N-(5-(4H-chromen-2-yl)-8-(methylamino)-2,7-naphthyridin-3-yl)cyclopropanecarboxamide